phloretin dipotassium salt [K].[K].OC1=CC=C(CCC(=O)C=2C(O)=CC(O)=CC2O)C=C1